COC1C(COC1)OC(C1=CC=CC=C1)=O.C[C@@H]1CNCC[C@@H]1C1=CC=C(C=C1)OC(F)(F)F |r| racemic-cis-3-methyl-4-(4-(trifluoromethoxy)phenyl)piperidine 4-methoxytetrahydrofuran-3-yl-benzoate